8-methyl-6a,7,8,9-tetrahydro-6H-pyrido[3,2-b]-pyrrolo[1,2-d][1,4]oxazin-8-ol CC1(CC2N(C3=C(OC2)C=CC=N3)C1)O